(4aR,8aR)-1-((benzyloxy)methyl)-5,5,8a-trimethyloctahydronaphthalen-2(1H)-one C(C1=CC=CC=C1)OCC1C(CC[C@@H]2C(CCC[C@@]12C)(C)C)=O